N-(1-(5-(6-(azetidin-3-ylmethoxy)-3-cyanopyrazolo[1,5-a]pyridin-4-yl)pyridin-2-yl)-4-methylpiperidin-4-yl)picolinamide N1CC(C1)COC=1C=C(C=2N(C1)N=CC2C#N)C=2C=CC(=NC2)N2CCC(CC2)(C)NC(C2=NC=CC=C2)=O